C(C)(C)(C)OC(=O)N1[C@@H]([C@@H](CC1)NCCCCCC1=CC=C2CCCN(C2=N1)C(=O)OC(C)(C)C)C |o1:8,9| rel-tert-butyl 7-(5-(((2R,3R)-1-(tert-butoxycarbonyl)-2-methylpyrrolidin-3-yl)amino)pentyl)-3,4-dihydro-1,8-naphthyridine-1(2H)-carboxylate